tris(2,4-di-t-pentylphenyl) phosphite P(OC1=C(C=C(C=C1)C(C)(C)CC)C(C)(C)CC)(OC1=C(C=C(C=C1)C(C)(C)CC)C(C)(C)CC)OC1=C(C=C(C=C1)C(C)(C)CC)C(C)(C)CC